5-(4-fluoro-7-hydroxy-2,3-dihydro-1H-isoindol-2-yl)-4-(trifluoromethyl)-2-[[2-(trimethylsilyl)ethoxy]methyl]-2,3-dihydropyridazin-3-one FC1=C2CN(CC2=C(C=C1)O)C1=C(C(N(N=C1)COCC[Si](C)(C)C)=O)C(F)(F)F